FC1CN(C1)C(CN1N=CC2=NC=C(C=C21)C2=CC(=CC=C2)C(F)(F)F)=O 1-(3-Fluoroazetidin-1-yl)-2-[6-[3-(trifluoromethyl)phenyl]pyrazolo[4,3-b]pyridin-1-yl]ethanone